COC1=CC=C(CN2N=C(C(=C2)C)C2=NC3=CC=CC=C3N=C2)C=C1 2-(1-(4-methoxybenzyl)-4-methyl-1H-pyrazol-3-yl)quinoxaline